4-(2,3-dihydro-1,4-dioxa-5-aza-7-naphthylamino)-2-{3-methoxy-4-[(1r,3r)-3-morpholinocyclobutoxy]phenylamino}pyrimidine O1CCOC2=NC=C(C=C12)NC1=NC(=NC=C1)NC1=CC(=C(C=C1)OC1CC(C1)N1CCOCC1)OC